C1(=CC=CC=C1)S(=O)(=O)C1=CC=C(C=C1)CNC(=O)C1=NC2=CC=NC=C2C=C1 N-{[4-(benzenesulfonyl)phenyl]methyl}-1,6-naphthyridine-2-carboxamide